C(C)NC(=O)C=1N=C(OC1C1=CC(=CC=C1)O)C1=CC=C(C=C1)C(F)(F)F N-ethyl-5-(3-hydroxyphenyl)-2-(4-(trifluoromethyl)phenyl)oxazole-4-carboxamide